O1C(CCCC1)O[C@@H]1CO[C@@H]2[C@@H](CO[C@H]12)OC=1N(C2=CC(=C(N=C2N1)I)Cl)COCC[Si](C)(C)C {2-[(2-{(1R,4R,5R,8R)-8-(tetrahydro-2H-pyran-2-yloxy)-2,6-dioxabicyclo[3.3.0]oct-4-yloxy}-6-chloro-5-iodo-1H-1,3,4-triazainden-1-yl)methoxy]ethyl}tris(methyl)silane